1,2-dilauroyl-glycerol tert-butyl-4-(1-((7-fluoro-2-methyl-2H-indazol-5-yl)carbamoyl)-2,3-dihydro-1H-pyrrolo[2,3-b]pyridin-4-yl)-2,2-dimethylpiperazine-1-carboxylate C(C)(C)(C)C1C(N(CCN1C1=C2C(=NC=C1)N(CC2)C(NC2=CC1=CN(N=C1C(=C2)F)C)=O)C(=O)OCC(COC(CCCCCCCCCCC)=O)OC(CCCCCCCCCCC)=O)(C)C